(2Z,3Z)-2,3-Benzofuran-dion O1C(C(C2=C1C=CC=C2)=O)=O